Methyl (E)-3-(3-hydroxyphenyl)acrylate OC=1C=C(C=CC1)/C=C/C(=O)OC